C(C)OC(=O)C1=CC(=NN1C1=NC=C(C=C1Cl)Br)Br 3-bromo-1-(5-bromo-3-chloropyridin-2-yl)-1H-pyrazole-5-carboxylic acid ethyl ester